CN1N=C(C=C1)NC1=NN2C(C=CC=C2C=2SC3=C(C2)C=C(C=C3)NS(=O)(=O)C)=N1 N-[2-[2-[(1-methylpyrazol-3-yl)amino]-[1,2,4]triazolo[1,5-a]pyridin-5-yl]benzothien-5-yl]methanesulfonamide